C1(=CC=CC=C1)C1CN(CC1)C1=NC=CC(=N1)C1=NC=CC(=N1)C#CN1N=CC2=CC=CC=C12 ((2'-(3-phenylpyrrolidin-1-yl)-[2,4'-bipyrimidin]-4-yl)ethynyl)-1H-indazole